N-cyclopropyl-2-(3-(6-fluoro-1,1-dimethylisoindolin-2-yl)-3-oxopropyl)oxazole-4-carboxamide C1(CC1)NC(=O)C=1N=C(OC1)CCC(=O)N1C(C2=CC(=CC=C2C1)F)(C)C